2-amino-4-phenylthiazole NC=1SC=C(N1)C1=CC=CC=C1